2-bromo-N-(4-hydroxyphenyl)-maleimide BrC=1C(=O)N(C(C1)=O)C1=CC=C(C=C1)O